FC1=C(C#N)C=C(C=C1)C=O 2-fluoro-5-formylbenzonitrile